3-phenyl-3-(4-(2-hydroxyethoxy)phenyl)-6-methoxy-7-morpholino-13,13-dimethyl-3H,13H-indeno[2',3':3,4]naphtho[1,2-b]pyran C1(=CC=CC=C1)C1(C=CC2=C(O1)C=1C=C(C(=CC1C1=C2C(C2=CC=CC=C21)(C)C)N2CCOCC2)OC)C2=CC=C(C=C2)OCCO